ammonium sulfate phenylglycidate C1(=CC=CC=C1)OC(C1CO1)=O.S(=O)(=O)([O-])[O-].[NH4+].[NH4+]